3-amino-5-mercapto-1,2,4-triazolemethanol NC1(N=NC(=N1)S)CO